3-(hydroxymethyl)-1-methylpyrrolidine-3-carbonitrile OCC1(CN(CC1)C)C#N